FC(C(=O)O)(F)F.N1(CCCC1)S(=O)(=O)N pyrrolidine-1-sulfonamide trifluoroacetic acid salt